1-(2-((2-methoxy-4-(4-methyl-4H-1,2,4-triazol-3-yl)phenyl)amino)-6-methylpyrido[3,4-d]pyrimidin-8-yl)-2,2-dimethylazetidine-3-carbonitrile COC1=C(C=CC(=C1)C1=NN=CN1C)NC=1N=CC2=C(N1)C(=NC(=C2)C)N2C(C(C2)C#N)(C)C